2-(3,5-dichloro-4-((8-fluoro-4,5-dimethyl-1,3,4,9-tetrahydropyrano[3,4-b]indol-6-yl)oxy)phenyl)-3,5-dioxo-2,3,4,5-tetrahydro-1,2,4-triazine-6-carbonitrile ClC=1C=C(C=C(C1OC=1C(=C2C3=C(NC2=C(C1)F)COCC3C)C)Cl)N3N=C(C(NC3=O)=O)C#N